2,6-dichloroiodobenzene C1=CC(=C(C(=C1)Cl)I)Cl